FC(S(=O)(=O)OC=1N=C2C(=NC1)N(C(=C2C=O)N)C2=C(C(=CC=C2C)OC)C)(F)F 6-amino-7-formyl-5-(3-methoxy-2,6-dimethylphenyl)-5H-pyrrolo[2,3-b]pyrazin-2-yl trifluoromethanesulfonate